ClC=1C=C(C=CC1)NC1(CC1)C(=O)N1[C@H]2CC([C@@H]([C@H]1C(=O)N[C@@H](C[C@@H]1C(NCCC1)=O)C#N)CC2)(F)F (1R,3S,4R)-2-(1-((3-chlorophenyl)amino)cyclopropane-1-carbonyl)-N-((S)-1-cyano-2-((R)-2-oxopiperidin-3-yl)ethyl)-5,5-difluoro-2-azabicyclo[2.2.2]octane-3-carboxamide